OCC1=CN=NN1[C@@H]1C[C@H](C1)NC(OC(C)(C)C)=O tert-butyl (trans-3-(5-(hydroxymethyl)-1H-1,2,3-triazol-1-yl)cyclobutyl)carbamate